9,9-Diethoxy-2-nonanol C(C)OC(CCCCCCC(C)O)OCC